P(=O)(O)(O)O.N1=C(N)N=C(N)N=C1N.N1=C(N)N=C(N)N=C1N bis-melamine phosphate